C(C)N(C(C1=C(C=CC(=C1)F)OC1=C(N=CN=N1)N1CC2(CN(C2)C(C(C)C)C[C@@H](CN(C)CC)O)CC1)=O)C(C)C N-ethyl-2-((5-(2-((5S)-6-(ethyl-(methyl)amino)-5-hydroxy-2-methylhex-3-yl)-2,6-diazaspiro[3.4]oct-6-yl)-1,2,4-triazin-6-yl)oxy)-5-fluoro-N-isopropylbenzamide